C(C)(=O)C1=CC=C(NC(C)=S)C=C1 4'-acetylthioacetanilide